1-(trans-3-(4-(methylsulfonyl)phenyl)-4-(4-(trifluoromethyl)benzyloxy)pyrrolidin-1-yl)prop-2-en-1-one CS(=O)(=O)C1=CC=C(C=C1)[C@@H]1CN(C[C@H]1OCC1=CC=C(C=C1)C(F)(F)F)C(C=C)=O